2-phenylethyl-pyrrolidine C1(=CC=CC=C1)CCN1CCCC1